BrC=1C=NC=2NC=3N=CC(=CC3OC2C1)Br 6,12-dibromo-9-oxa-2,4,14-triazatricyclo[8.4.0.0^{3,8}]tetradeca-1(10),3(8),4,6,11,13-hexaene